FC=1C(=C(C#N)C=C(C1)[N+](=O)[O-])C=1C=NC=C(C1)OC 3-fluoro-2-(5-methoxypyrid-3-yl)-5-nitrobenzonitrile